2-(2,6-dioxopiperidin-3-yl)-5-(1-(4-((4-fluorobenzyl)oxy)benzyl)-4-hydroxypiperidin-4-yl)isoindoline-1,3-dione O=C1NC(CCC1N1C(C2=CC=C(C=C2C1=O)C1(CCN(CC1)CC1=CC=C(C=C1)OCC1=CC=C(C=C1)F)O)=O)=O